NC1=C(C=C(N=N1)C1=C(C=CC=C1)O)N1CC(C1)OC1=CC(=CC=C1)CN1CCNCC1 2-(6-amino-5-(3-(3-(piperazin-1-ylmethyl)phenoxy)azetidin-1-yl)pyridazin-3-yl)phenol